N-[(5S)-3-cyano-1'-[7-(2-fluorophenyl)-6-methyl-pyrazolo[1,5-a]pyrazin-4-yl]spiro[5,7-dihydrocyclopenta[b]pyridine-6,4'-piperidine]-5-yl]-2-methyl-propane-2-sulfinamide C(#N)C=1C=C2C(=NC1)CC1(CCN(CC1)C=1C=3N(C(=C(N1)C)C1=C(C=CC=C1)F)N=CC3)[C@@H]2NS(=O)C(C)(C)C